OC1=C2C(C=COC2=CC(=C1)O)=O e-5,7-dihydroxy-4H-chromen-4-one